tert-butyl (R)-methyl(morpholin-2-ylmethyl)carbamate CN(C(OC(C)(C)C)=O)C[C@H]1CNCCO1